[Cl-].[Cl-].C1(=CC=CC=C1)C(C1=CC=CC=C1)=[Zr+2](C1C=CC=C1)C1C=CC=C1 diphenylmethylenebis(cyclopentadienyl)zirconium dichloride